BrC1=C(C(=O)N2CCNCC2)C=CC(=C1)NC(=O)C=1N(C(=CN1)C=1C(=NN(C1)CC)C(F)(F)F)C 4-(2-bromo-4-(5-(1-ethyl-3-(trifluoromethyl)-1H-pyrazol-4-yl)-1-methyl-1H-imidazole-2-carboxamido)benzoyl)piperazine